C1(CCCCC1)=C1CC(=C(C=C1)O)C=1C(=CC=CC1)O 4'-cyclohexylidenebiphenol